C1(CC1)C=1C=CC2=C(N(C(N=C2NC)=O)C2=C(C=CC=C2)C)N1 7-cyclopropyl-4-(methylamino)-1-(o-tolyl)pyrido[2,3-d]pyrimidin-2(1H)-one